2-(3-oxo-1-(4-(propan-2-ylidene)cyclohexyl)-1H-spiro[isoquinoline-4,4-piperidin]-2(3H)-yl)ethyl methylcarbamate CNC(OCCN1C(C2=CC=CC=C2C2(CCNCC2)C1=O)C1CCC(CC1)=C(C)C)=O